n-octadecyl-3,5-di-tert-butyl-4-hydroxyphenol C(CCCCCCCCCCCCCCCCC)C1=C(C=C(C(=C1C(C)(C)C)O)C(C)(C)C)O